OC1=C(C(=CC(=C1)CCCCC(=O)O)O)[C@H]1[C@@H](CCC(=C1)C)C(=C)C 5-((1'R,2'R)-2,6-dihydroxy-5'-methyl-2'-(prop-1-en-2-yl)-1',2',3',4'-tetrahydro-[1,1'-biphenyl]-4-yl)pentanoic acid